methyl-D-mannopyranose CC1(O)[C@@H](O)[C@@H](O)[C@H](O)[C@H](O1)CO